C1(CC1)C(=O)NC1=CC(=C(OCCN2CCC(CC2)CC(=O)OC)C=C1)C=1C(=NOC1C)C Methyl 2-[1-[2-[4-(cyclopropanecarbonylamino)-2-(3,5-dimethylisoxazol-4-yl)phenoxy]ethyl]-4-piperidyl]acetate